NCCN(C(=O)C1=CC2=C(N(C(=N2)C2=CC=C(C=C2)S(=O)(=O)C)C2=CC=C(C=C2)C)C=C1)C N-(2-aminoethyl)-N-methyl-2-(4-(methylsulfonyl)phenyl)-1-(p-tolyl)-1H-benzo[d]imidazole-5-carboxamide